C(C)(C)(C)C1=CC=C(C=C1)N1N=CC=2C1=NC(=NC2NC(=O)C=2SC(=CC2)[N+](=O)[O-])OCCN(C)C N-(1-(4-(tert-butyl)phenyl)-6-(2-(dimethylamino)ethoxy)-1H-pyrazolo[3,4-d]pyrimidin-4-yl)-5-nitrothiophene-2-carboxamide